1-(5-Bromo-2-fluoro-4-pyridyl)ethanol BrC=1C(=CC(=NC1)F)C(C)O